D-selenomethionine N[C@H](CC[Se]C)C(=O)O